COC(=O)N1CCC2(CC1)CCC(CC2)N(C=2C1=C(N=CN2)NC=C1)C 9-(methyl-(7H-pyrrolo[2,3-d]pyrimidin-4-yl)amino)-3-azaspiro[5.5]undecane-3-carboxylic acid methyl ester